BrC(C)C1=NC=CC(=C1)F 2-(1-bromoethyl)-4-fluoropyridine